ClC1=NC=C(C=C1CC#N)OC 2-(2-chloro-5-methoxypyridin-3-yl)acetonitrile